N1CC(C1)CCNC1=C2CN(CC2=CC=C1)C1C(NC(CC1)=O)=O 4-[2-(azetidin-3-yl)ethylamino]-2-(2,6-bis-oxo-3-piperidinyl)isoindoline